C(C1=CC=CC=C1)N1C(C2=NCCNC(C2=C1)C=1OC=CC1)(C)C 7-benzyl-5-(furan-2-yl)-8,8-dimethyl-2,3,4,5,7,8-hexahydropyrrolo[3,4-e][1,4]diazepin